C(C1=CC=CC=C1)N1CCC(CC1)C1=C(C=2CN(C(C2C=C1)=O)C1C(NC(CC1)=O)=O)C#N 5-(1-benzylpiperidin-4-yl)-2-(2,6-dioxopiperidin-3-yl)-1-oxoisoindoline-4-carbonitrile